[(3S)-3-piperidyl]methyl 2-[6-[5-(6-methyl-2-pyridyl)-1H-imidazol-4-yl]-3-quinolyl]pyridine-4-carboxylate CC1=CC=CC(=N1)C1=C(N=CN1)C=1C=C2C=C(C=NC2=CC1)C1=NC=CC(=C1)C(=O)OC[C@@H]1CNCCC1